ClC1=C2C(=CNC2=C(C=C1)NS(=O)(=O)C=1C=NN(C1F)C)C#N N-(4-Chloro-3-cyano-1H-indol-7-yl)-5-fluoro-1-methyl-pyrazol-4-sulfonamid